benzooxazolal O1C(=NC2=C1C=CC=C2)C=O